NC1=NC2=CC(=CC=C2C(=C1F)N[C@@H]1C[C@H](CC1)O)C1=NNC=C1 (1S,3S)-3-((2-Amino-3-fluoro-7-(1H-pyrazol-3-yl)quinolin-4-yl)amino)cyclopentan-1-ol